1-(ethenesulfonyl)-4-{[3-fluoro-4-(trifluoromethoxy)phenyl]Methyl}piperazine C(=C)S(=O)(=O)N1CCN(CC1)CC1=CC(=C(C=C1)OC(F)(F)F)F